1-(tert-butyl) 21-[(2-chlorophenyl)diphenylmethyl] (2S,20S)-2-amino-20-(((benzyloxy)carbonyl)amino)-5,14-dioxo-9,12-dioxa-6,15-diazahenicosanedioate N[C@H](C(=O)OC(C)(C)C)CCC(NCCOCCOCC(NCCCC[C@@H](C(=O)OC(C1=CC=CC=C1)(C1=CC=CC=C1)C1=C(C=CC=C1)Cl)NC(=O)OCC1=CC=CC=C1)=O)=O